(R)-1-ethyl-N'-((1,2,3,5,6,7-hexahydro-s-indacen-4-yl)carbamoyl)-1H-pyrazole-3-sulfonimidamide C(C)N1N=C(C=C1)[S@@](=O)(N)=NC(NC1=C2CCCC2=CC=2CCCC12)=O